C(C)(C)(C)OC(=O)NCC[C@@H](C(=O)NC1=CC(=C(C=C1)Cl)C)NC(=O)[C@H]1N(CC2=CC=CC=C2C1)C(=O)OCC1C2=CC=CC=C2C=2C=CC=CC12 (9H-fluoren-9-yl)methyl (S)-3-(((S)-4-((tert-butoxycarbonyl)amino)-1-((4-chloro-3-methylphenyl)amino)-1-oxobutan-2-yl)carbamoyl)-3,4-dihydroisoquinoline-2(1H)-carboxylate